ClC=1C(=C(C=CC1)S(=O)(=O)N1[C@H]([C@H](CCC1)C(=O)NC1=CC(=C(C=C1)C)C(F)(F)F)C1=CC=C(C=C1)NC1CCCC1)C (2R,3S)-1-((3-chloro-2-methylphenyl)sulfonyl)-2-(4-(cyclopentyl-amino)phenyl)-N-(4-methyl-3-(trifluoromethyl)phenyl)piperidine-3-carboxamide